C(C)O[Si](CCN)(OCC)OCC 2-(triethoxysilyl)ethylamine